P(=O)(O)(O)OC(COC(C(=C)C)=O)CO glycerol monomethacrylate phosphate